2-ETHYL-6-HYDROXYBENZALDEHYDE C(C)C1=C(C=O)C(=CC=C1)O